1-(acetyl-L-methionyl)-N-((S)-1-((2-amino-2-oxoethyl)amino)-3-mercapto-1-oxopropan-2-yl)pyrrolidine-2-carboxamide C(C)(=O)N[C@@H](CCSC)C(=O)N1C(CCC1)C(=O)N[C@@H](C(=O)NCC(=O)N)CS